3-fluoro-5-(1-(4-(methylsulfonyl)benzyl)-1H-pyrazol-4-yl)benzonitrile FC=1C=C(C#N)C=C(C1)C=1C=NN(C1)CC1=CC=C(C=C1)S(=O)(=O)C